methyl 4-(N'-benzylacetimidamido)-3,5-dibromobenzoate C(C1=CC=CC=C1)N=C(C)NC1=C(C=C(C(=O)OC)C=C1Br)Br